O[C@@H]1[C@@H]([C@@H](O[C@H]2[C@@H]1O[C@H](OC2)C2=CC=CC=C2)OC2=CC=C(C=C2)C(\C=C\C2=CC=CC=C2)=O)NC(C)=O N-[(2S,4Ar,6S,7S,8R,8aR)-8-hydroxy-2-phenyl-6-[4-[(E)-3-phenylprop-2-enoyl]phenoxy]-4,4a,6,7,8,8a-hexahydropyrano[3,2-d][1,3]dioxin-7-yl]acetamide